ClC=1C=C(C=C(C1)F)C1=CC=CN2C1=NS(CC2)(=O)=O 9-(3-chloro-5-fluorophenyl)-3,4-dihydropyrido[2,1-c][1,2,4]thiadiazine 2,2-dioxide